(3R,4R)-1-(7-(8-Ethyl-7-fluoro-3-hydroxynaphthalen-1-yl)-8-fluoro-2-(((2R,7aS)-2-fluorotetrahydro-1H-pyrrolizin-7a(5H)-yl)methoxy)pyrido[4,3-d]pyrimidin-4-yl)-4-fluoropiperidin-3-ol C(C)C=1C(=CC=C2C=C(C=C(C12)C1=C(C=2N=C(N=C(C2C=N1)N1C[C@H]([C@@H](CC1)F)O)OC[C@]12CCCN2C[C@@H](C1)F)F)O)F